N-(cis-1-(cyclopropylcarbonyl)-2-(((4-(pyridin-2-yl)cyclohexyl)oxy)methyl)piperidin-3-yl)methanesulfonamide C1(CC1)C(=O)N1[C@H]([C@H](CCC1)NS(=O)(=O)C)COC1CCC(CC1)C1=NC=CC=C1